(2-chloro-3-methylquinolin-7-yl)methanol ClC1=NC2=CC(=CC=C2C=C1C)CO